ethyl cis-2-((2-fluorobiphenyl-3-yl)methyl)-3-((methylsulfonyl)amino)pyrrolidine-1-carboxylate FC1=C(C=CC=C1C[C@@H]1N(CC[C@@H]1NS(=O)(=O)C)C(=O)OCC)C1=CC=CC=C1